FC1=C(C(=CC=C1F)OC([2H])([2H])[2H])C(O)([2H])[2H] (2,3-difluoro-6-(methoxy-d3)phenyl)methane-d2-ol